4,6-disilylethynyl-dibenzofuran [SiH3]C1=CC=C(C2=C1OC1=C2C=CC=C1[SiH3])C#C